NN=C(N)C1=NC=CC=C1Br N'-amino-3-bromo-pyridine-2-carboxamidine